1-[4-(5-Hydroxypyridin-2-yl)-piperazin-1-yl]-3-phenylbutan-1-one dihydrochloride Cl.Cl.OC=1C=CC(=NC1)N1CCN(CC1)C(CC(C)C1=CC=CC=C1)=O